COC1=C(C(=O)P(CCCC)(C(C2=C(C=C(C=C2C)C)C)=O)=O)C(=CC=C1)OC 2,6-dimethoxybenzoyl-2,4,6-trimethylbenzoyl-n-butyl-Phosphine oxide